dimethylsilanediyl-bis(2-isopropyl-indenyl)zirconium dichloride [Cl-].[Cl-].C[Si](=[Zr+2](C1C(=CC2=CC=CC=C12)C(C)C)C1C(=CC2=CC=CC=C12)C(C)C)C